(E)-fluorenylmethoxycarbonyl-L-alanine-4-oxo-4-phenyl-2-buten-2-yl ester O=C(C=C(C)OC([C@@H](NC(=O)OCC1=CC=CC=2C3=CC=CC=C3CC12)C)=O)C1=CC=CC=C1